C(C1=CC=CC=C1)OC1=NC(=CC=C1OC1C(N(CC1)C1=CC=CC=C1)=O)OCC1=CC=CC=C1 3-[(2,6-dibenzyloxy-3-pyridinyl)oxy]-1-phenyl-pyrrolidin-2-one